poriferastane CC[C@@H](CC[C@@H](C)[C@H]1CC[C@H]2[C@@H]3CCC4CCCC[C@]4(C)[C@H]3CC[C@]12C)C(C)C